methyl (2S,3S,4S,5R)-3-(3,4-difluoro-2-hydroxy-5-iodophenyl)-4,5-dimethyl-5-(trifluoromethyl)tetrahydrofuran-2-carboxylate FC=1C(=C(C=C(C1F)I)[C@H]1[C@H](O[C@]([C@H]1C)(C(F)(F)F)C)C(=O)OC)O